ClC1=NC(=NC(=C1F)Cl)NC(OC(C)(C)C)=O tert-Butyl N-(4,6-dichloro-5-fluoro-pyrimidin-2-yl)carbamate